4-bromo-1-(cyclopropylsulfonyl)-6-fluoro-1H-indole BrC1=C2C=CN(C2=CC(=C1)F)S(=O)(=O)C1CC1